OCCCSC1=C(C=C2C(=N1)N(C=C2)COCC[Si](C)(C)C)NS(=O)(=O)C2=CC=C(C=C2)C N-[6-[(3-hydroxypropyl)sulfanyl]-1-[[2-(trimethylsilyl)ethoxy]methyl]-1H-pyrrolo[2,3-b]pyridin-5-yl]-4-methylbenzene-1-sulfonamide